(E)-4-(4-fluorophenyl)-2-o-methylstyrylthiazole FC1=CC=C(C=C1)C=1N=C(SC1)\C=C\C1=C(C=CC=C1)C